14-(3-((t-butoxycarbonyl)amino)-1-propen-1-yl)-7-ethyl-7-hydroxy-10,13-dihydro-11H-[1,3]dioxolano[4,5-g]pyrano[3',4':6,7]indolizino[1,2-b]quinoline-8,11(7H)-dione C(C)(C)(C)OC(=O)NCC=CC1=C2C(=NC=3C=C4C(=CC13)OCO4)C4=CC1=C(C(N4C2)=O)COC(C1(O)CC)=O